1-(oxetan-4-yl)-5H-pyrazolo[3,4-d]pyrimidin-4-one O1CCC1N1N=CC2=C1N=CNC2=O